Hexamethyl-cyclotrisiloxan C[Si]1(O[Si](O[Si](O1)(C)C)(C)C)C